N[C@H](C(=O)O)CC1=CC=C(C=C1)C1=CC=C(C=C1)OC(C)C (S)-2-amino-3-(4'-isopropoxy-[1,1'-biphenyl]-4-yl)propanoic acid